C(C)(C)(C)OC(N[C@H](C(N[C@@H](C[C@H]1C(NCC1)=O)C(COC1=C(C(=CC(=C1F)F)F)F)=O)=O)CC(C)C)=O tert-butyl((S)-4-methyl-1-oxo-1-(((S)-3-oxo-1-((S)-2-oxopyrrolidin-3-yl)-4-(2,3,5,6-tetrafluorophenoxy)butan-2-yl)amino)pentan-2-yl)carbamate